FC1=C(C=CC=C1NS(NC1CCOCC1)(=O)=O)C(=O)C1=CNC2=NC=C(C=C21)C=2C=NC(=NC2)OC [2-fluoro-3-(tetrahydropyran-4-ylsulfamoylamino)phenyl]-[5-(2-methoxypyrimidin-5-yl)-1H-pyrrolo[2,3-b]pyridin-3-yl]methanone